NC1=NC=CC=C1C1=NC=2C(=NC=CC2)N1C1=CC=C(CNC(C2=CN=CC=C2C#N)=O)C=C1 N-(4-(2-(2-aminopyridin-3-yl)-3H-imidazo[4,5-b]pyridin-3-yl)benzyl)-4-cyanonicotinamide